COC1=C(C=CC=C1)N1CCN(CC1)CC1=CC=C(CNC2=C3C(N(C(=NC3=CC=C2)C)C2C(NC(CC2)=O)=O)=O)C=C1 3-(5-((4-((4-(2-methoxyphenyl)piperazin-1-yl)methyl)benzyl)amino)-2-methyl-4-oxoquinazolin-3(4H)-yl)piperidine-2,6-dione